C[C@H]1N(CCOC1)C1=CC(=C2C(=N1)C(=NS2)C2=CC(=NN2C2OCCCC2)C)C=2C(=NC=CC2)C(F)(F)F (3R)-3-methyl-4-{3-[3-methyl-1-(oxan-2-yl)-1H-pyrazol-5-yl]-7-[2-(trifluoromethyl)pyridin-3-yl]-[1,2]thiazolo[4,5-b]pyridin-5-yl}morpholine